1,3-dimethyl-1,3,2lambda5-diazaphosphinan-2-amine CN1[PH2](N(CCC1)C)N